C(C)OC(C1=CC=C(C=C1)NC(=O)NC1(C(C(CC1)(C)C)CO)C1=CC(=C(C=C1)CCC(C)(C)C)Cl)=O 4-(3-{1-[3-chloro-4-(3,3-dimethyl-butyl)phenyl]-2-hydroxymethyl-3,3-dimethyl-cyclopentyl}ureido)benzoic acid ethyl ester